N1C=CC2=C1C(NNC2=O)=O 5,6-dihydro-1H-pyrrolo[2,3-d]pyridazine-4,7-dione